N1CCC(CC1)CCCNC(OC(C)(C)C)=O tert-butyl (3-(piperidin-4-yl)propyl)carbamate